N-(isobutoxymethyl)-acrylamide C(C(C)C)OCNC(C=C)=O